tert-butyl 2-(2-(2-isopropylphenyl)-6-oxo-4-((tetrahydro-2H-pyran-4-yl) methyl) piperazin-1-yl)-7-azaspiro[3.5]nonane-7-carboxylate C(C)(C)C1=C(C=CC=C1)C1N(C(CN(C1)CC1CCOCC1)=O)C1CC2(C1)CCN(CC2)C(=O)OC(C)(C)C